C1COC2(CCCCC2)O1 cyclohexanone ethylene ketal